OCCCCCC/C=C/CCCCCCCC(=O)OCC ethyl 16-hydroxy-(9E)-hexadeca-9-enoate